[Si](C1=CC=CC=C1)(C1=CC=CC=C1)(C(C)(C)C)OCC1(CCC(CC1)NC(OC(C)(C)C)=O)O Tert-butyl [trans-4-({[tert-butyl(diphenyl)silyl]oxy}methyl)-4-hydroxycyclohexyl]carbamate